methyl methylthiosulfonate (methyl methanethiosulfonate) CCS(=O)(O)=S.CS(=S)(=O)OC